NC1=NC=C(C=N1)CN1CC2=C(CC1)C(=CS2)C(=O)NC2=CC(=NN2C)C(C)(C)C 6-((2-aminopyrimidin-5-yl)methyl)-N-(3-(tert-butyl)-1-methyl-1H-pyrazol-5-yl)-4,5,6,7-tetrahydrothieno[2,3-c]pyridine-3-carboxamide